COC(=O)C1=CC2=C(N(C(=N2)C2=CC=3C(=C(N=CC3)Cl)N2CC2CC2)C)C(=C1)F 2-[7-chloro-1-(cyclopropylmethyl)pyrrolo[2,3-c]pyridin-2-yl]-7-fluoro-1-methyl-benzimidazole-5-carboxylic acid methyl ester